CC1=CC=C(C=C1)NC(CO)CO p-methylphenylserinol